FC1=CC=C(C=C1)N1N=CC(=C1)B(O)O [1-(4-fluorophenyl)-1H-pyrazol-4-yl]boronic acid